tert-butyl 4-[(piperidin-4-yl)methyl]piperidine-1-carboxylate N1CCC(CC1)CC1CCN(CC1)C(=O)OC(C)(C)C